FC(C(=O)N[C@@H](C)C1=CC=C(C=C1)C(CCC=C)=O)(F)F 2,2,2-trifluoro-N-[(1S)-1-(4-pent-4-enoylphenyl)ethyl]acetamide